CN1C(C2(CCOCC2)C=2C1=CC=1C(=NN=C(C1C2)C)N[C@H](C)C2=C(C(=CC=C2)C(C(C)(C)O)(F)F)C)=O 1,5-dimethyl-8-[[(1R)-1-[3-(1,1-difluoro-2-hydroxy-2-methyl-propyl)-2-methyl-phenyl]ethyl]amino]spiro[pyrrolo[2,3-g]phthalazine-3,4'-tetrahydropyran]-2-one